ClC=1C=C(OC1[N+](=O)[O-])C=O 4-CHLORO-5-NITRO-2-FURANCARBOXALDEHYDE